ClC=1N=C(C=2N(C=3C=CC(=CC3C2N1)N(C)C)CC1=CC=C(C=C1)OC)NCCCP(OCC)(OCC)=O diethyl (3-((2-chloro-8-(dimethylamino)-5-(4-methoxybenzyl)-5H-pyrimido[5,4-b]indol-4-yl)amino)propyl)phosphonate